FC1(CC(C1)N1C[C@H]([C@H](CC1)NC1=NN2C(C(=N1)OC)=C(C(=C2)F)C=2C=CC1=C(N(N=N1)CC(F)F)C2)F)F N-((3R,4S)-1-(3,3-difluorocyclobutyl)-3-fluoropiperidin-4-yl)-5-(1-(2,2-difluoroethyl)-1H-benzo[d][1,2,3]triazol-6-yl)-6-fluoro-4-methoxypyrrolo[2,1-f][1,2,4]triazin-2-amine